6-[(3-chloro-5-fluoro-phenyl)methyl]-3-[(4-chlorophenyl)methyl]-7,8-dihydro-5H-pyrido[3,4-d]pyridazin-4-one ClC=1C=C(C=C(C1)F)CN1CC=2C(N(N=CC2CC1)CC1=CC=C(C=C1)Cl)=O